ethyl 2-[(3R)-1-[(2R)-2-[[4-(2-chloro-4-fluoro-phenyl)-2-methyl-7-quinolyl]oxy]propanoyl]-3-piperidyl]acetate ClC1=C(C=CC(=C1)F)C1=CC(=NC2=CC(=CC=C12)O[C@@H](C(=O)N1C[C@H](CCC1)CC(=O)OCC)C)C